N[C@H](C(=O)NCCOC1=CC(=C(C=C1)N1CCN(CC1)CCN1C(SC=2C=3N(C(=NC21)N)N=C(C3)C=3OC=CC3)=O)F)C(C)C (S)-2-amino-N-(2-(4-(4-(2-(5-amino-8-(furan-2-yl)-2-oxopyrazolo[1,5-c]thiazolo[5,4-e]pyrimidin-3(2H)-yl)ethyl)piperazin-1-yl)-3-fluorophenoxy)ethyl)-3-methylbutanamide